C(CCC)C1=C(C(=CC=C1)O)C butylcresol